2-(2-(1-(Cyclopropylsulfonyl)-1H-pyrazol-4-yl)pyrimidin-4-yl)-5-(1-(difluoromethyl)-1H-pyrazol-3-yl)-N4-(4-(2-fluoroethyl)cyclohexyl)pyridine-2,4-diamine C1(CC1)S(=O)(=O)N1N=CC(=C1)C1=NC=CC(=N1)C1(NC=C(C(=C1)NC1CCC(CC1)CCF)C1=NN(C=C1)C(F)F)N